4-(diethoxyphosphoryl)-2-butenoic acid ethyl ester C(C)OC(C=CCP(=O)(OCC)OCC)=O